BrC=1C(=NC(=NC1NN)N)C1=C(C=CC=C1)F 5-Bromo-4-(2-fluorophenyl)-6-hydrazinylpyrimidin-2-amine